C(C)(C)(C)C=[NH+][O-] t-butylnitrone